BrC=1C=C2C=C(C(=NC2=CC1)OC)C(C(CCN(C)C)(O)C1=CC(=NC(=C1)OC)OC1CCC1)C1=C(C(=NC=C1)OC)OC 1-(6-bromo-2-methoxyquinolin-3-yl)-2-(2-cyclobutoxy-6-methoxypyridin-4-yl)-1-(2,3-dimethoxypyridin-4-yl)-4-(dimethylamino)butan-2-ol